C(C)(=O)[C@]1(C(O)O[C@@H]([C@H]([C@H]1O)O)CO)N L-2-acetylmannosamine